C(C1=CC=CC=C1)N1CCC(=C(C1)C=1OC(=CN1)C1=CC(=C(C=C1)OC)F)CC 2-(1-benzyl-4-ethyl-3,6-dihydro-2H-pyridin-5-yl)-5-(3-fluoro-4-methoxy-phenyl)oxazole